2-pentyl-9,10-bis(tert-butoxycarbonylbutyleneoxy)anthracene C(CCCC)C1=CC2=C(C3=CC=CC=C3C(=C2C=C1)OCCCCC(=O)OC(C)(C)C)OCCCCC(=O)OC(C)(C)C